(4-((2-fluoropyridin-4-yl)oxy)butanoyl)glycine FC1=NC=CC(=C1)OCCCC(=O)NCC(=O)O